F[C@H]1CN(CC[C@H]1NCC1=CC=C(C=C1)F)C (3S,4R)-3-fluoro-N-[(4-fluorophenyl)methyl]-1-methylpiperidin-4-amine